C(\C=C/C(=O)OC1=CC=CC=C1)(=O)OCCCCCCCCC nonyl phenyl maleate